N-[(1S)-1-(dicyclopropylmethyl)-2-[[1-[1-(5-fluoro-2-methoxy-3-pyridyl)ethyl]triazol-4-yl]amino]-2-oxo-ethyl]-2-isopropyl-pyrazole-3-carboxamide C1(CC1)C([C@@H](C(=O)NC=1N=NN(C1)C(C)C=1C(=NC=C(C1)F)OC)NC(=O)C=1N(N=CC1)C(C)C)C1CC1